1-(1-(3-amino-4-fluorophenyl)-3-cyclopropyl)-3,4-dihydropyridin-2(1H)-one NC=1C=C(C=CC1F)C1CC1N1C(CCC=C1)=O